1-(2-(dimethylamino)ethyl)-4-nitro-1H-pyrazole-3-carboxylic acid CN(CCN1N=C(C(=C1)[N+](=O)[O-])C(=O)O)C